COC1=CC=C(CN(C=2C=C(C=CC2Cl)C(CC(=O)OC(C)(C)C)C2(CC2)C)CC2=CC=C(C=C2)OC)C=C1 tert-Butyl 3-{3-[bis(4-methoxybenzyl)amino]-4-chlorophenyl}-3-(1-methylcyclopropyl)-propanoate